3-(2-fluoro-3-methoxypyridin-4-yl)azetidine-1-carboxylic acid tert-butyl ester C(C)(C)(C)OC(=O)N1CC(C1)C1=C(C(=NC=C1)F)OC